5-((7-(2-(5-((4-([1,1'-biphenyl]-3-yl)-5-chloropyrimidin-2-yl)amino)pyridin-3-yl)-1-oxo-2,8-diazaspiro[4.5]decan-8-yl)-7-oxoheptyl)oxy)-2-(2,6-dioxopiperidin-3-yl)isoindoline-1,3-dione C1(=CC(=CC=C1)C1=NC(=NC=C1Cl)NC=1C=C(C=NC1)N1C(C2(CC1)CCN(CC2)C(CCCCCCOC=2C=C1C(N(C(C1=CC2)=O)C2C(NC(CC2)=O)=O)=O)=O)=O)C2=CC=CC=C2